2-methyl-alpha-cyanobenzylacetone sodium [Na].CC1=C(C(C#N)CC(C)=O)C=CC=C1